FC(OC1=CC=C(C=C1C1=CC=CC=C1)N1N=C(C(=C1C)C(=O)OCC)C)F ethyl 1-(6-(difluoromethoxy)-[1,1'-biphenyl]-3-yl)-3,5-dimethyl-1H-pyrazole-4-carboxylate